COC[C@H]1CCC2=CC=3CCCC3C(=C12)NC(=O)N=[S@](=O)(N)C=1C=NN2C1OCC2 (R)-N'-(((S)-3-(methoxymethyl)-1,2,3,5,6,7-hexahydro-s-indacen-4-yl)carbamoyl)-2,3-dihydropyrazolo[5,1-b]oxazole-7-sulfonimidamide